2,3-dimethyl-1-cyclopentyl acrylate C(C=C)(=O)OC1C(C(CC1)C)C